[3-[4-[2-(Methylsulfonimidoyl)phenyl]phenyl]azetidin-1-yl]-[rac-(3S)-3-(1H-1,2,4-triazol-5-yl)pyrrolidin-1-yl]methanone CS(=O)(=N)C1=C(C=CC=C1)C1=CC=C(C=C1)C1CN(C1)C(=O)N1C[C@H](CC1)C1=NC=NN1 |r|